CN1C(=NN=C1C1=NC=NC=C1)CNC=1C=C(C(=O)N[C@@H](C)C=2C=C(OCCCCCOCCCOCC(=O)O)C=CC2)C=CC1 (S)-2-(3-((5-(3-(1-(3-(((4-methyl-5-(pyrimidin-4-yl)-4H-1,2,4-triazol-3-yl)methyl)amino)benzamido)ethyl)phenoxy)pentyl)oxy)propoxy)acetic acid